C1(CC1)C1=CC(=NN1)NC1=NC(=NC=C1)N(C1CC2(CN(C2)CC2=CC(=CC=C2)OC(F)(F)F)C1)C N4-(5-cyclopropyl-1H-pyrazol-3-yl)-N2-methyl-N2-(2-(3-(trifluoromethoxy)benzyl)-2-azaspiro[3.3]hept-6-yl)pyrimidine-2,4-diamine